ClC1=C(COC2=CC=3N(C=C2)N=C(C3C(=O)N[C@@H](CO)C(=O)OC)C)C=CC=C1 methyl (5-((2-chlorobenzyl)oxy)-2-methylpyrazolo[1,5-a]pyridine-3-carbonyl)serinate